N1(CCCC1)C1=C(OC2CCN(CC2)C(=O)N2N=C(C=C2)NS(=O)(=O)C)C=CC(=C1)C(F)(F)F N-(1-(4-(2-(Pyrrolidin-1-yl)-4-(trifluoromethyl)phenoxy)piperidine-1-carbonyl)-1H-pyrazol-3-yl)methanesulfonamide